1-hydroxy-3,3-dimethyl-1,3-dihydrobenzo[c][1,2]oxaborole OB1OC(C2=C1C=CC=C2)(C)C